N-[(3S,4S)-1-(carbamoylmethyl)-3-methyl-4-piperidyl]-6-[3-(5-fluoro-4-mesyl-2-anisidino)-1-propynyl]-1-(2,2,2-trifluoroethyl)-1H-1,3-benzimidazole-4-carboxamide C(N)(=O)CN1C[C@@H]([C@H](CC1)NC(=O)C1=CC(=CC=2N(C=NC21)CC(F)(F)F)C#CCNC=2C(OC)=CC(=C(C2)S(=O)(=O)C)F)C